2-(methylamino)ethanesulfonamide CNCCS(=O)(=O)N